OC[C@H]1O[C@H]([C@@H]([C@@H]1O)O)N1C2=NC=NC(=C2N=C1)SC (2R,3S,4R-5R)-2-(hydroxymethyl)-5-(6-(methylthio)-9H-purin-9-yl)tetrahydrofuran-3,4-diol